C(C)(=O)C1=CC=C(C=C1)NC(=O)NCC=1C=C2CN(C(C2=CC1)=O)C1C(NC(CC1)=O)=O 1-(4-acetylphenyl)-3-[[2-(2,6-dioxopiperidin-3-yl)-1-oxo-3H-isoindol-5-yl]methyl]urea